FC(C(=O)[O-])(F)F.ClC1=C(C=CC(=C1)Cl)CC(CON1C(C2=CC=CC=C2C1=O)=O)[NH3+] [1-[(2,4-dichlorophenyl)methyl]-2-(1,3-dioxoisoindolin-2-yl)oxy-ethyl]ammonium 2,2,2-trifluoroacetate